2-{2-[3-(1-acetylpiperidin-4-yl)-5'-fluoro-1'-methyl-1H,1'H-[4,6'-biindazol]-1-yl]acetamido}-N-({[(2H-1,2,3,4-tetrazol-5-yl)methyl]carbamoyl}methyl)acetamide C(C)(=O)N1CCC(CC1)C1=NN(C=2C=CC=C(C12)C1=C(C=C2C=NN(C2=C1)C)F)CC(=O)NCC(=O)NCC(NCC=1N=NNN1)=O